NC=1C2=C(N=CN1)N(C=C2C2=CC=C(C=C2)C2CCN1N(C(C(=C12)C(=O)N)=O)C1=CC=CC=C1)CC(C)O (4-(4-amino-7-(2-hydroxypropyl)-7H-pyrrolo[2,3-d]pyrimidin-5-yl)phenyl)-2-oxo-1-phenyl-2,4,5,6-tetrahydro-1H-pyrrolo[1,2-b]pyrazole-3-carboxamide